[N+](=O)([O-])C1=CC=C(OCCN2CCCC2)C=C1 1-(2-(4-nitrophenoxy)ethyl)pyrrolidine